5-Amino-3-[4-[[(5-fluoro-2-methoxy-benzoyl)amino]methyl]phenyl]-1-[(1S)-2,2,2-tri-fluoro-1-methyl-ethyl]pyrazole-4-carboxamide NC1=C(C(=NN1[C@H](C(F)(F)F)C)C1=CC=C(C=C1)CNC(C1=C(C=CC(=C1)F)OC)=O)C(=O)N